CN1C=NC=C1C1=NC2=CC=CC=C2C(=C1)C1=NC2=C(N1C1=CC3=C(NC(N3)=O)C=C1)C=CC(=C2)C(=O)O 2-(2-(1-methyl-1H-imidazol-5-yl)quinolin-4-yl)-2'-oxo-2',3'-dihydro-1'H-[1,5'-bi-benzo[d]imidazole]-5-carboxylic acid